N-[1-(5-{4-chloro-2-[(dimethylamino)methyl]phenyl}thiophen-2-yl)ethyl]-6,7-dimethoxy-2-methylquinazolin-4-amine ClC1=CC(=C(C=C1)C1=CC=C(S1)C(C)NC1=NC(=NC2=CC(=C(C=C12)OC)OC)C)CN(C)C